C1(CCCCC1)NC=1N=C(N=NC1C(=O)N)NC=1C=C2CCN(CC2=CC1OC)C Cyclohexylamino-3-((7-methoxy-2-methyl-1,2,3,4-tetrahydroisoquinolin-6-yl)amino)-1,2,4-triazine-6-carboxamide